C12=C(C(=CC3=CC=CC=C13)O)C2 methanonaphthol